C1(CC1)C1=C(C=C2C(=NC(=NC2=C1)C)O)C=1CCOCC1 7-Cyclopropyl-6-(3,6-dihydro-2H-pyran-4-yl)-2-methylquinazolin-4-ol